pyrrolo[2,3-c]pyridine-2-carboxylic Acid N1C(=CC=2C1=CN=CC2)C(=O)O